ClC1=CC=C(C(=N1)CN(C)C)N1CCC(CC1)(O)COCCCC(=O)OCCCC butyl 4-[(1-{6-chloro-2-[(dimethylamino)methyl]pyridin-3-yl}-4-hydroxypiperidin-4-yl)methoxy]butanoate